ClC1=C(C=C2C=C(N=CC2=C1)NC(=O)C1CC(C1)(F)F)C1CCN(CC1)[C@@]1(COC[C@@H]1O)C N-(7-chloro-6-(1-((3R,4R)-4-hydroxy-3-methyltetrahydrofuran-3-yl)piperidin-4-yl)isoquinolin-3-yl)-3,3-difluorocyclobutane-1-carboxamide